N1CCC(CC1)C1=CC=C(C=N1)C1C(NC(CC1)=O)=O 3-(6-(piperidin-4-yl)pyridin-3-yl)piperidine-2,6-dione